C(C)(C)(C)OC(=O)[C@@H]1C[C@H](C1)S(=O)(=O)N1CCC(CC1)C1=C(C(N=C(N1)C=1SC=CN1)C1=C(C(=C(C=C1)F)F)Cl)C(=O)OCC (trans)-Ethyl 6-(1-((3-(tert-butoxycarbonyl)cyclobutyl)sulfonyl)piperidin-4-yl)-4-(2-chloro-3,4-difluorophenyl)-2-(thiazol-2-yl)-1,4-dihydropyrimidine-5-carboxylate